C(C1=CC=CC=C1)OC1=C(C=C2C(N(C(S2)=S)CC(=O)O)=O)C=CC=C1 {5-[2-(benzyloxy)benzylidene]-4-oxo-2-thioxo-1,3-thiazolidin-3-yl}acetic acid